C(C)OC(=O)C1CCC(CC1)C1=NC(=C2N1C=CN=C2N)C2=CC=C(C=C2)CNC(C2=C(C=CC=C2)OC)=O 4-(8-Amino-1-{4-[(2-methoxy-benzoylamino)-methyl]-phenyl}-imidazo[1,5-a]pyrazin-3-yl)-cyclohexanecarboxylic acid ethyl ester